C(CCC)(=O)NN[Co] butamidylaminocobalt